ClC=1N=CC2=C(N1)C(=NN2C)C2=CCCCC2 5-chloro-3-(cyclohex-1-en-1-yl)-1-methyl-1H-pyrazolo[4,3-d]pyrimidine